6,9-diphenyl-9'-(5'-phenyl-[1,1':3',1''-terphenyl]-3-yl)3,3'-bi[9H-carbazole] C1(=CC=CC=C1)C=1C=C2C=3C=C(C=CC3N(C2=CC1)C1=CC=CC=C1)C=1C=CC=2N(C3=CC=CC=C3C2C1)C=1C=C(C=CC1)C1=CC(=CC(=C1)C1=CC=CC=C1)C1=CC=CC=C1